2-chloro-4-[(E)-2-(4,4-difluorocyclohexyl)vinyl]5-methoxy-pyridine ClC1=NC=C(C(=C1)\C=C\C1CCC(CC1)(F)F)OC